C(C1=CC=CC=C1)OCC(COCC1=CC=CC=C1)(N)COCC1=CC=CC=C1 1,3-bis(benzyloxy)-2-((benzyloxy)methyl)propan-2-amine